[2-[[8-(7-azabicyclo[2.2.1]heptan-7-yl)-6-(oxetan-3-yl)pyrido[3,4-d]pyrimidin-2-yl]amino]-7,8-dihydro-5H-1,6-naphthyridin-6-yl]-[(2S)-1-methylpiperidin-2-yl]methanone C12CCC(CC1)N2C2=NC(=CC1=C2N=C(N=C1)NC1=NC=2CCN(CC2C=C1)C(=O)[C@H]1N(CCCC1)C)C1COC1